C1C2N(CCN1)CCC1=C2SC2=C1N=CC=C2 1,3,4,6,7,12b-Hexahydro-2H-pyrido[2'',3'':4',5']thieno[2',3':3,4]pyrido[1,2-a]pyrazine